dodecylphenylenediamine C(CCCCCCCCCCC)NC1=C(C=CC=C1)N